2-(1-[7-methyl-2-(pyrrolidin-1-yl)quinoxalin-5-yl]ethylamino)-benzoic acid CC1=CC(=C2N=CC(=NC2=C1)N1CCCC1)C(C)NC1=C(C(=O)O)C=CC=C1